trans-4-((tert-butyldimethylsilyl)oxy)-N-(3-ethynylphenyl)-N-((trans-4-(4-methoxy-3-methylphenyl)cyclohexyl)methyl)cyclohexanecarboxamide [Si](C)(C)(C(C)(C)C)O[C@@H]1CC[C@H](CC1)C(=O)N(C[C@@H]1CC[C@H](CC1)C1=CC(=C(C=C1)OC)C)C1=CC(=CC=C1)C#C